NCC#CC1=CC=C(N1)C#CCCCCCN 7-(5-(3-aminoprop-1-yn-1-yl)-1H-pyrrol-2-yl)hept-6-yn-1-amine